C(C)(C)C1=C(C=C(C=C1)C)NC(=S)NC(=O)NCCC1CCN(CC1)C1=NN(C=N1)C1=CC=C(C=C1)OC(F)(F)F 1-[(2-isopropyl-5-methyl-phenyl)carbamothioyl]-3-[2-[1-[1-[4-(trifluoromethoxy)phenyl]-1,2,4-triazol-3-yl]-4-piperidyl]ethyl]urea